6-(5-cyano-1H-pyrrolo[2,3-b]pyridin-1-yl)-N-(1-((2-(2,6-dioxopiperidin-3-yl)pyridin-4-yl)methyl)piperidin-4-yl)-4-(isopropylamino)nicotinamide C(#N)C=1C=C2C(=NC1)N(C=C2)C2=NC=C(C(=O)NC1CCN(CC1)CC1=CC(=NC=C1)C1C(NC(CC1)=O)=O)C(=C2)NC(C)C